C(C)O[Si](OCC)(OCC)CCCSCCC[Si](OCC)(OCC)OCC Bis(triethoxysilylpropyl)sulfide